1-Ethyl-3-(6-(5-((4-oxo-3,4-dihydrophthalazin-1-yl)methyl)furan-2-yl)-1H-benzoimidazol-2-yl)urea C(C)NC(=O)NC1=NC2=C(N1)C=C(C=C2)C=2OC(=CC2)CC2=NNC(C1=CC=CC=C21)=O